NCCC1=CC=C(OCCNCC)C=C1 2-(4-(2-aminoethyl)phenoxy)-N,N-diethylamine